C(C)(=O)OC[C@H](N)CS O-acetylserine(thiol)